3-(methoxymethyl)quinoxaline-6-carbonitrile COCC=1C=NC2=CC=C(C=C2N1)C#N